O=C1NC(CCC1N1C(C2=CC=C(C=C2C1=O)N1CCC(CC1)CCCC1=CC=C(C=N1)C1=CC=C(C(=O)NC2=CC3=C(NC(=N3)CN3[C@H](CCC3)C)C=C2)C=C1)=O)=O 4-(6-(3-(1-(2-(2,6-dioxopiperidin-3-yl)-1,3-dioxoisoindolin-5-yl)piperidin-4-yl)propyl)pyridin-3-yl)-N-(2-(((S)-2-methylpyrrolidin-1-yl)methyl)-1H-benzo[d]imidazol-5-yl)benzamide